[Ca+2].C(CCNC([C@H](O)C(C)(C)CO)=O)(=O)[O-].C(CCNC([C@H](O)C(C)(C)CO)=O)(=O)[O-].C(CCNC([C@H](O)C(C)(C)CO)=O)(=O)[O-].C(CCNC([C@H](O)C(C)(C)CO)=O)(=O)[O-] L-Pantothenic Acid-hemicalcium salt